NC1=C(C=C(C=C1)C1=CC=C(C=C1)F)NC(C1=CC=C(C=C1)S(=O)(=N)C=1C=NC(=CC1)Cl)=O N-[2-amino-5-(4-fluorophenyl)phenyl]-4-[(6-chloro-3-pyridyl)sulfonimidoyl]benzamide